(S)-4-(4-acryloyl-2-methylpiperazin-1-yl)-6,7-dichloro-1-(2-isopropyl-4-methylpyridin-3-yl)-2-oxo-1,2-dihydro-1,8-naphthyridine-3-carbonitrile C(C=C)(=O)N1C[C@@H](N(CC1)C1=C(C(N(C2=NC(=C(C=C12)Cl)Cl)C=1C(=NC=CC1C)C(C)C)=O)C#N)C